NC1=C(C(=NN1[C@H](C(F)(F)F)C)C1=CC=C(C=C1)CNC(C1=C(C=CC(=C1)F)OC)=O)C#N N-[[4-[5-amino-4-cyano-1-[(1S)-2,2,2-tri-fluoro-1-methyl-ethyl]pyrazol-3-yl]phenyl]methyl]-5-fluoro-2-methoxy-benzamide